4-(4-((5-chloro-4-(cyclopentylamino)-7H-pyrrolo[2,3-d]pyrimidin-2-yl)amino)-3-methoxyphenyl)-1-cyclopropyl-1,4-azaphosphinane 4-oxide ClC1=CNC=2N=C(N=C(C21)NC2CCCC2)NC2=C(C=C(C=C2)P2(CCN(CC2)C2CC2)=O)OC